3-amino-5-bromo-1,4-dimethylpyridin-2(1H)-one NC=1C(N(C=C(C1C)Br)C)=O